OC1=CC(C1=O)=O 4-hydroxy-3-cyclobutene-1,2-dione